Tert-Butyl (1R,5S)-8-(benzoylcarbamothioyl)-3,8-diazabicyclo[3.2.1]octane-3-carboxylate C(C1=CC=CC=C1)(=O)NC(=S)N1[C@H]2CN(C[C@@H]1CC2)C(=O)OC(C)(C)C